N-(3-(7-Methoxyquinolin-5-yl)oxetan-3-yl)-2-methyl-5-((1-methylazetidin-2-yl)methoxy)benzamide COC1=CC(=C2C=CC=NC2=C1)C1(COC1)NC(C1=C(C=CC(=C1)OCC1N(CC1)C)C)=O